ClC1=CC=C(C=C1)N[C@H](C)C1=CC(=CN2C1=NC(=CC2=O)N2CCOCC2)C |r| (±)-9-[1-(4-chlorophenylamino)ethyl]-7-methyl-2-morpholin-4-yl-pyrido[1,2-a]pyrimidin-4-one